CN(C)CCC1=CC=CC=C1 N,N-dimethyl-beta-phenylethylamine